FC1(CC(CN(C1)C)C1=NC(=NO1)C=1C(=CC2=C(NC([C@H](CS2(=O)=O)NC(OC(C)(C)C)=O)=O)C1)F)F tert-butyl N-[(3R)-7-[5-(5,5-difluoro-1-methyl-3-piperidyl)-1,2,4-oxadiazol-3-yl]-8-fluoro-1,1,4-trioxo-3,5-dihydro-2H-1λ6,5-benzothiazepin-3-yl]carbamate